FC1(CNC2(C1O)CCCC2)F 3,3-Difluoro-1-azaspiro[4.4]nonan-4-ol